O1C(=CC=C1)[C@H](C)N[S@](=O)C(C)(C)C (R)-N-((S)-1-(furan-2-yl)-ethyl)-2-methylpropane-2-sulfinamide